2,2,3,3,3-pentafluoro-N-(pyridin-2(1H)-ylidene)propionamide FC(C(=O)N=C1NC=CC=C1)(C(F)(F)F)F